3-acetyl-8-chloro-2-phenyl-isoquinoline C(C)(=O)C=1N(CC2=C(C=CC=C2C1)Cl)C1=CC=CC=C1